C1(CC1)C=1SC2=C(C(=NN(C2=O)CC(=O)N)C(C)C)N1 2-(2-cyclopropyl-4-isopropyl-7-oxothiazolo[4,5-d]Pyridazin-6(7H)-yl)acetamide